3-((S)-2,3-Dihydroxy-propoxy)-6,6-dimethyl-8-((2R,3R)-2,3,4-trihydroxy-butoxy)-6H-benzo[b]naphtho[2,3-d]furan-11-one O[C@H](COC=1C=CC2=C(OC3=C2C(C2=CC=C(C=C2C3(C)C)OC[C@H]([C@@H](CO)O)O)=O)C1)CO